ClC=1C(=C(C=CC1)NCC(=O)N1[C@@H]2CC([C@H]([C@H]1C(=O)N[C@H](C[C@@H]1C(NCCC1)=O)C#N)CC2)(F)F)C (1S,3S,4S)-2-((3-chloro-2-methylphenyl)glycyl)-N-((R)-1-cyano-2-((R)-2-oxopiperidin-3-yl)ethyl)-5,5-difluoro-2-azabicyclo[2.2.2]octane-3-carboxamide